tert-butyl 5-[[1-(4-nitrophenyl)-4-piperidylidene]methyl]-3,4-dihydro-1H-isoquinoline-2-carboxylate [N+](=O)([O-])C1=CC=C(C=C1)N1CCC(CC1)=CC1=C2CCN(CC2=CC=C1)C(=O)OC(C)(C)C